C1(=CC=CC=C1)C1=NOC(=N1)C1=CN=CS1 5-(3-phenyl-1,2,4-oxadiazol-5-yl)thiazole